C(CCC)N1N=C(C=2[C@@H](C(CCC12)(F)F)O)C(F)(F)F (4S)-1-butyl-5,5-difluoro-3-(trifluoromethyl)-6,7-dihydro-4H-indazol-4-ol